(2r,3as,6s,6ar)-6-((2-amino-3-bromoquinolin-7-yl)methyl)-2-(4-amino-5-methyl-7H-pyrrolo[2,3-d]pyrimidin-7-yl)tetrahydrofurano[3,4-b]furan-3,3a(4H)-diol NC1=NC2=CC(=CC=C2C=C1Br)C[C@@H]1OC[C@]2([C@@H]1O[C@H](C2O)N2C=C(C1=C2N=CN=C1N)C)O